3-benzyl-1-(trans-4-((5-cyano-4-(oxetan-3-ylamino)pyrimidin-2-yl)amino)cyclohexyl)-1-(1'-methyl-2'-oxo-1',2'-dihydro-2,4'-bipyridin-5-yl)urea C(C1=CC=CC=C1)NC(N(C=1C=CC(=NC1)C1=CC(N(C=C1)C)=O)[C@@H]1CC[C@H](CC1)NC1=NC=C(C(=N1)NC1COC1)C#N)=O